2-((1-(3-(benzo[d]thiazol-2-yl)-2,7-dimethyl-1-oxo-1,2-dihydroisoquinolin-5-yl)ethyl)amino)benzoic acid S1C(=NC2=C1C=CC=C2)C=2N(C(C1=CC(=CC(=C1C2)C(C)NC2=C(C(=O)O)C=CC=C2)C)=O)C